4,6-dimethylpyridin-2-yl carbamate C(N)(OC1=NC(=CC(=C1)C)C)=O